FC=1C=C(C=NC1)C(C1=CC=C2C=CC=NC2=C1O)N1CCOCC1 7-((5-fluoropyridin-3-yl)(morpholino)methyl)quinolin-8-ol